C1(CC1)C1=NN(C=C1C1=NC=CC=C1[C@@H]1C[C@H](C1)O)[C@@H]1C[C@H](C1)CNC=1C=C2C(N(C(C2=CC1)=O)C1C(NC(CC1)=O)=O)=O 5-(((trans-3-(3-cyclopropyl-4-(3-(trans-3-hydroxycyclobutyl)pyridin-2-yl)-1H-pyrazol-1-yl)cyclobutyl)methyl)amino)-2-(2,6-dioxopiperidin-3-yl)isoindoline-1,3-dione